(S)-tert-butyl 2-(methyl (4-(3-(N-methylsulphonylamino) phenyl) thiazol-2-yl) carbamoyl)-pyrrolidine-1-carboxylate CN(C(=O)[C@H]1N(CCC1)C(=O)OC(C)(C)C)C=1SC=C(N1)C1=CC(=CC=C1)NS(=O)(=O)C